N-1H-Indol-4-yl-1-{[1-(4-methoxyphenyl)cyclopentyl]carbonyl}-D-prolinamide N1C=CC2=C(C=CC=C12)NC([C@@H]1N(CCC1)C(=O)C1(CCCC1)C1=CC=C(C=C1)OC)=O